2-(8-((2S,5R)-2,5-diethyl-4-(1-(2-fluorothieno[2,3-b]pyridin-6-yl)ethyl)piperazin-1-yl)-5-methyl-6-oxo-5,6-dihydroimidazo[1,2-b]pyridazin-2-yl)acetonitrile C(C)[C@@H]1N(C[C@H](N(C1)C(C)C1=CC=C2C(=N1)SC(=C2)F)CC)C=2C=1N(N(C(C2)=O)C)C=C(N1)CC#N